C1=CC=C2C=C3C=C4C=C5C=CC=CC5=CC4=CC3=CC2=C1 2,3,6,7-dibenzanthracene